2-[4-[[(3R)-1-cyclopropyl-3-piperidyl]amino]pyrido[3,4-d]pyridazin-1-yl]-5-(trifluoromethyl)phenol C1(CC1)N1C[C@@H](CCC1)NC=1N=NC(=C2C1C=NC=C2)C2=C(C=C(C=C2)C(F)(F)F)O